4-(3-(7-methoxy-1-methyl-9H-pyrido[3,4-b]indol-9-yl)propyl)morpholine COC1=CC=C2C3=C(N(C2=C1)CCCN1CCOCC1)C(=NC=C3)C